BrC1=CC=2C(=NOC2C2=C(C=CC(=C2)Br)OC)C=C1 5-bromo-3-(5-bromo-2-methoxyphenyl)benzo[c]isoxazole